N1C=NC2=C1C=C1C(=C2)SC(=C1)C(=O)O 1H-thieno[2',3':4,5]benzo[1,2-d]Imidazole-6-carboxylic acid